3-(6-bromo-2-oxo-pyrrolo[4,3,2-de]isoquinolin-1(2H)-yl)piperidine-2,6-dione BrC1=CC=C2C3=C(C=NC=C13)C(N2C2C(NC(CC2)=O)=O)=O